1-aza-phenol N1(CC=CC=C1)O